hexane-1,2-diol C(C(CCCC)O)O